1-isopropyl-N-[(3S)-3-methyl-1,1-dioxo-thiolan-3-yl]-2-oxo-3-[3-(1,1,2,2-tetrafluoroethoxy)phenyl]imidazo[4,5-b]pyridine-6-carboxamide C(C)(C)N1C(N(C2=NC=C(C=C21)C(=O)N[C@@]2(CS(CC2)(=O)=O)C)C2=CC(=CC=C2)OC(C(F)F)(F)F)=O